8-benzyloxy-N-[4-[(3-methyloxetan-3-yl)methoxy]-2-nitro-phenyl]quinolin-2-amine C(C1=CC=CC=C1)OC=1C=CC=C2C=CC(=NC12)NC1=C(C=C(C=C1)OCC1(COC1)C)[N+](=O)[O-]